(2R,5S)-3-(4-Cyano-3-(trifluoromethyl)phenyl)-N-(4-propionamidophenyl)-2-(trifluoromethyl)oxazolidin-5-carboxamid C(#N)C1=C(C=C(C=C1)N1[C@H](O[C@@H](C1)C(=O)NC1=CC=C(C=C1)NC(CC)=O)C(F)(F)F)C(F)(F)F